5-(2-(methylamino)pyrimidin-4-yl)thiazol-2-amine CNC1=NC=CC(=N1)C1=CN=C(S1)N